2-(difluoromethyl)-4-(4-methoxyphenyl)pyridine FC(C1=NC=CC(=C1)C1=CC=C(C=C1)OC)F